3-methylpiperidine-1,4-dicarboxylic acid 1-(tert-butyl) 4-methyl ester COC(=O)C1C(CN(CC1)C(=O)OC(C)(C)C)C